ClC1=CC=C(C2=C1CCS2(=O)=O)NC(C)=O N-(4-chloro-1,1-dioxo-2,3-dihydro-1λ6-benzothiophen-7-yl)acetamide